N-(3-ethyl-6-methoxybenzo[d]isoxazol-5-yl)-3-fluoro-4-methoxybenzenesulfonamide C(C)C1=NOC2=C1C=C(C(=C2)OC)NS(=O)(=O)C2=CC(=C(C=C2)OC)F